1-[(4-methoxyphenyl)methylamino]-2-methyl-propan-2-ol COC1=CC=C(C=C1)CNCC(C)(O)C